N1N=NC2=C1C=CC=C2O 1H-benzo[d][1,2,3]triazol-4-ol